(R)-6-(4-chlorobenzyl)-9-isopropyl-N-methyl-7,10-dioxo-2,6,9-triazaspiro-[4.5]decane-2-carboxamide ClC1=CC=C(CN2[C@@]3(CCN(C3)C(=O)NC)C(N(CC2=O)C(C)C)=O)C=C1